N-[(1R)-1-(1,1-difluoro-2,3-dihydro-1H-inden-4-yl)ethyl]-5-(oxan-4-yl)-4-oxo-1H,4H,5H-pyrrolo[3,2-c]pyridine-7-carboxamide FC1(CCC2=C(C=CC=C12)[C@@H](C)NC(=O)C=1C2=C(C(N(C1)C1CCOCC1)=O)C=CN2)F